C(C)(C)N1C(=NN2C(C1=O)=NC=C2C=2C=NNC2)C=2C=NN(C2)CCC(F)(F)F 3-Isopropyl-7-(1H-pyrazol-4-yl)-2-(1-(3,3,3-trifluoropropyl)-1H-pyrazol-4-yl)imidazo[2,1-f][1,2,4]triazin-4(3H)-one